ClC1=C(C=CC=C1)N1CCN(CC1)C(CN1N=C(C2=C1CCC2)C(=O)N2C[C@H](O[C@H](C2)C)C)=O 1-[4-(2-Chlorophenyl)piperazin-1-yl]-2-{3-[(2R,6S)-2,6-dimethylmorpholin-4-carbonyl]-5,6-dihydrocyclopenta[c]pyrazol-1(4H)-yl}ethan-1-on